3,4,5-tri(dodecyloxy)phenylacetaldehyde C(CCCCCCCCCCC)OC=1C=C(C=C(C1OCCCCCCCCCCCC)OCCCCCCCCCCCC)CC=O